5-methyl-1-phenyl-2(1H)pyridone CC=1C=CC(N(C1)C1=CC=CC=C1)=O